C(C)(C)(C)OC(=O)N1CNCCC1 tetrahydropyrimidine-1(2H)-carboxylic acid tert-butyl ester